BrC1=C(C(=C(C(=C1F)F)F)O)S(=O)(=O)Cl 2-bromo-3,4,5-trifluoro-6-hydroxybenzene-1-sulfonyl chloride